3,4-dibromo-5-hydroxy-2(5H)-furanone BrC=1C(OC(C1Br)O)=O